5-[4-(4-methoxypyridin-2-yl)-1,2,3-triazol-1-yl]-1-oxo-3H-isoindol-2-ylpiperidine-2,6-dione COC1=CC(=NC=C1)C=1N=NN(C1)C=1C=C2CN(C(C2=CC1)=O)N1C(CCCC1=O)=O